CC(=O)OCCC(C(=O)[O-])[NH3+] The molecule is an alpha-amino acid zwitterion that is O-acetylhomoserine in which a proton has been transferred from the carboxy group to the amino group. It is the major species at pH 7.3. It is a tautomer of an O-acetylhomoserine.